methyl 4-bromo-butanoate BrCCCC(=O)OC